COC(=O)N1CCC2=CC=CC=C12 indole-1(2H)-carboxylic acid methyl ester